tert-butyl (R)-(2-(3-((6-(2-hydroxy-4-(trifluoromethyl)phenyl)-5-methylpyridazin-3-yl)amino)-[1,4'-bipiperidin]-1'-yl)ethyl)carbamate OC1=C(C=CC(=C1)C(F)(F)F)C1=C(C=C(N=N1)N[C@H]1CN(CCC1)C1CCN(CC1)CCNC(OC(C)(C)C)=O)C